FC(C=1N=C(OC1C(=O)N1[C@@H](C2=C(CC1)NC=N2)C=2OC1=C(N2)C=C(C=C1)F)C=1C=NC=NC1)F (S)-(4-(difluoromethyl)-2-(pyrimidin-5-yl)oxazol-5-yl)(4-(5-fluorobenzo[d]oxazol-2-yl)-6,7-dihydro-1H-imidazo[4,5-c]pyridin-5(4H)-yl)methanone